ClC1=C(C(=O)N2CCC(CC2)C(=O)O)C=CC(=C1)NC(=O)C=1N(C(=CN1)C1=C(C(=C(C=C1)OCC#N)F)F)C 1-[2-chloro-4-[[5-[4-(cyanomethoxy)-2,3-difluoro-phenyl]-1-methyl-imidazole-2-carbonyl]amino]benzoyl]piperidine-4-carboxylic acid